(S)-2-((((9H-fluoren-9-yl)methoxy)carbonyl)amino)-2-((S)-3,3-difluorocyclohexyl)acetic acid C1=CC=CC=2C3=CC=CC=C3C(C12)COC(=O)N[C@H](C(=O)O)[C@@H]1CC(CCC1)(F)F